tert-butyl ((trans)-4-(((1S,2R)-2-(3'-(trifluoromethyl)-[1,1'-biphenyl]-4-yl)cyclopropyl)amino)cyclohexyl)carbamate FC(C=1C=C(C=CC1)C1=CC=C(C=C1)[C@@H]1[C@H](C1)N[C@@H]1CC[C@H](CC1)NC(OC(C)(C)C)=O)(F)F